CO[C@H](CO)C1=NC(=CC(=N1)N1N=C(C=C1)C1=CC(=CC=C1)COC)N1CCOCC1 (S)-2-methoxy-2-(4-(3-(3-(methoxymethyl)phenyl)-1H-pyrazol-1-yl)-6-morpholinopyrimidin-2-yl)ethan-1-ol